2-(benzyloxy)-4-chloro-6-glycyl-N,N-diisopropylaniline hydrochloride Cl.C(C1=CC=CC=C1)OC1=C(N(C(C)C)C(C)C)C(=CC(=C1)Cl)C(CN)=O